The molecule is a glycolipid that consists of 1,2-diacyl-sn-glycerol having dodecanoyl as the acyl groups and an alpha-D-galactosyl-(1->6)-beta-D-galactosyl residue attached at position 3. It is a glycoglycerolipid and a disaccharide derivative. CCCCCCCCCCCC(=O)OC[C@H](CO[C@H]1[C@@H]([C@H]([C@H]([C@H](O1)CO[C@@H]2[C@@H]([C@H]([C@H]([C@H](O2)CO)O)O)O)O)O)O)OC(=O)CCCCCCCCCCC